FC(C=1C=CC(=NC1)CNNC(=O)OC(C)(C)C)(F)F tert-butyl 2-((5-(trifluoromethyl)pyridin-2-yl)methyl)hydrazine-1-carboxylate